N-(cyclopropylmethylene)-2-methyl-2-propanesulfinamide C1(CC1)C=NS(=O)C(C)(C)C